ClC=1C=C(C=CC1F)C(N[S@](=O)C(C)(C)C)C1=NC(=CC=C1)OC(F)F (R)-N-((3-chloro-4-fluorophenyl)(6-(difluoromethoxy)pyridin-2-yl)methyl)-2-methylpropan-2-sulfinamide